N-(3-((1s,3R)-3-methyl-1-(4-methyl-4H-1,2,4-triazol-3-yl)cyclobutyl)phenyl)-6-(((S)-3-methylpiperidin-1-yl)methyl)imidazo[1,2-a]pyridine-8-carboxamide CC1CC(C1)(C1=NN=CN1C)C=1C=C(C=CC1)NC(=O)C=1C=2N(C=C(C1)CN1C[C@H](CCC1)C)C=CN2